9-((4-(((S)-2-hydroxy-1-phenylethyl)amino)-5-(1,3,4-oxadiazol-2-yl)pyridin-2-yl)amino)-10b-methyl-1,3,4,10b-tetrahydropyrido[2,1-a]isoindol-6(2H)-one OC[C@H](C1=CC=CC=C1)NC1=CC(=NC=C1C=1OC=NN1)NC1=CC=C2C(N3C(C2=C1)(CCCC3)C)=O